2-methoxy-4-[4-(1,3-benzodioxol-5-yl)-2,3-dimethylbutyl]phenolate COC1=C(C=CC(=C1)CC(C(CC1=CC2=C(OCO2)C=C1)C)C)[O-]